NC1=NN(C2=CC=CC(=C12)C=1C=C2C=CC=C(C2=CC1)C(=O)NC1=CC(=CC(=C1)Cl)Cl)C1CCCCC1 6-(3-amino-1-cyclohexyl-1H-indazol-4-yl)-N-(3,5-dichlorophenyl)-1-naphthamide